4-[6-(4,4-difluoro-1-piperidinyl)-4-methyl-2-pyridinyl]-2-methyl-but-3-yn-2-ol FC1(CCN(CC1)C1=CC(=CC(=N1)C#CC(C)(O)C)C)F